ClC1=NN=C2N1C1=CC=C(C=C1C(=N2)N2CCCC1=C(C=CC=C21)C#CC(C(F)(F)F)(C)C)F chloro-7-fluoro-5-(5-(4,4,4-trifluoro-3,3-dimethylbut-1-yn-1-yl)-3,4-dihydroquinolin-1(2H)-yl)-[1,2,4]triazolo[4,3-a]quinazoline